(S)-4-ethyl-4-hydroxy-7-((3-iodo-1-methyl-4-carbonyl-1,4-dihydro-1,6-naphthyridin-2-yl)methyl)-1,7-dihydro-3H-pyrano[3,4-c]pyridine-3,8(4H)-dione C(C)[C@]1(C(OCC=2C(N(C=CC21)CC=2N(C1=CC=NC=C1C(C2I)=C=O)C)=O)=O)O